2-(2-chloro-6-fluorophenyl)-N-(4-(((6-fluoropyridin-3-yl)oxy)methyl)-3-sulfamoylphenyl)acetamide ClC1=C(C(=CC=C1)F)CC(=O)NC1=CC(=C(C=C1)COC=1C=NC(=CC1)F)S(N)(=O)=O